phloroglucinol sodium salt [Na].C1(O)=CC(O)=CC(O)=C1